COC(=O)C1(CC2=C(C(=C(C(=C2C1)C)B1N(C=2C3=C(N1)C=CC=C3C=CC2)CC2=CC=CC=C2)CCCP(=O)(C2=CC=CC=C2)C2=CC=CC=C2)C)C(=O)OC (R)-dimethyl-5-(1-benzyl-1H-naphtho[1,8-de][1,3,2]diazaborinin-2(3H)-yl)-6-(3-(diphenylphosphoryl)propyl)-4,7-dimethyl-1,3-dihydro-2H-indene-2,2-dicarboxylate